icosene C=CCCCCCCCCCCCCCCCCCC